ClC1=CC=C([C@H](C(=O)O)O)C=C1 |o1:5| (R or S)-4-chloro-mandelic acid